diethyl (4-((4-chloro-7,9-difluoro-2-isopropyl-5H-pyrimido[5,4-b]indol-5-yl)methyl)benzyl)phosphonate ClC1=NC(=NC2=C1N(C=1C=C(C=C(C21)F)F)CC2=CC=C(CP(OCC)(OCC)=O)C=C2)C(C)C